C(C1=CC=CC=C1)OC(=O)N1[C@H]([C@H](CCC1)C(=O)O)C(=O)OC(C)(C)C (2R,3S)-1-((benzyloxy)carbonyl)-2-(tert-butoxycarbonyl)piperidine-3-carboxylic acid